1-((2R)-2-(azidomethyl)-4-(4-(difluoromethoxy)-3-isopropoxyphenyl)pyrrolidin-1-yl)ethanone N(=[N+]=[N-])C[C@@H]1N(CC(C1)C1=CC(=C(C=C1)OC(F)F)OC(C)C)C(C)=O